2,3,5,7,11,11a-hexahydro[1,3]oxazolo[3,2-a]pyrido[1,2-d]pyrazine-8-carboxamide O1CCN2C1CN1C(C2)=CCC(=C1)C(=O)N